C1(CC1)S(=O)(=O)NC=1SC=C(N1)C(C)(C)NC(C1=C(C=C(C=C1)C1=NC(=CN=C1)OCC)C(F)(F)F)=O N-(2-(2-(cyclopropanesulfonylamino)thiazol-4-yl)propan-2-yl)-4-(6-ethoxypyrazin-2-yl)-2-(trifluoromethyl)benzamide